3-AMINO-2-METHYLBENZALDEHYDE NC=1C(=C(C=O)C=CC1)C